2-bromo-6-(chloromethyl)pyridine hydrochloride Cl.BrC1=NC(=CC=C1)CCl